6-heptenyl-trichlorosilane C(CCCCC=C)[Si](Cl)(Cl)Cl